2-N-octyl-4-isothiazolin-3-one C(CCCCCCC)N1SC=CC1=O